3-[4-(3-piperazin-1-ylpropyl)anilino]piperidine-2,6-dione HCl salt Cl.N1(CCNCC1)CCCC1=CC=C(NC2C(NC(CC2)=O)=O)C=C1